(R)-N-(4-((7-cyano-1-methyl-2-((1-methyl-2-oxo-5-(trifluoromethyl)-1,2-dihydropyridin-3-yl)amino)-1H-imidazo[4,5-b]pyridin-6-yl)oxy)pyridin-2-yl)-2-(tetrahydro-2H-pyran-2-yl)acetamide C(#N)C1=C2C(=NC=C1OC1=CC(=NC=C1)NC(C[C@@H]1OCCCC1)=O)N=C(N2C)NC=2C(N(C=C(C2)C(F)(F)F)C)=O